C(C)(C)(C)OOC1(CCCCC1)OOC(C)(C)C 1,1-Di(tert-butylperoxy)cyclohexan